2-cyano(4-cyanophenyl)-3-(3-(5-methyl-1H-imidazol-1-yl)propyl)guanidine C(#N)N=C(NC1=CC=C(C=C1)C#N)NCCCN1C=NC=C1C